C(C)(C)(C)OC(=O)N1C[C@@H](N(CC1)C=1C2=C(N(C(N1)=O)C=1C(=NC=CC1C)C(C)C)N=C(C(=C2)C#N)C2=C(C=CC=C2OC)F)C (3S)-4-(6-cyano-7-(2-fluoro-6-methoxyphenyl)-1-(2-isopropyl-4-methylpyridin-3-yl)-2-oxo-1,2-dihydropyrido[2,3-d]pyrimidin-4-yl)-3-methylpiperazine-1-carboxylic acid tert-butyl ester